2-tert-butoxy-2-oxoethylzinc bromide [Br-].C(C)(C)(C)OC(C[Zn+])=O